NC1=CC(=NC(=C1)OC)C1=CC=CC2=C1O[C@@H](CO2)C[NH-] [(R)-8-(4-amino-6-methoxy-pyridin-2-yl)-2,3-dihydro-benzo[1,4]dioxin-2-ylmethyl]-amid